F[C@H]1[C@H]([C@@]2(CN[C@]1(CC2)C)C)OC2=CC=C(N=N2)C2=C(C=C(C=C2)C2=NC=NC(=N2)OC)O 2-(6-(((1S,4S,5S,6R)-6-fluoro-1,4-dimethyl-2-azabicyclo[2.2.2]octan-5-yl)oxy)pyridazin-3-yl)-5-(4-methoxy-1,3,5-triazin-2-yl)phenol